N-[4-[(6,7-dimethoxy-1,5-naphthyridin-4-yl)oxy]-3-fluorophenyl]-1-(4-fluorophenyl)-2-methyl-6-oxopyrimidine-5-carboxamide COC=1N=C2C(=CC=NC2=CC1OC)OC1=C(C=C(C=C1)NC(=O)C1=CN=C(N(C1=O)C1=CC=C(C=C1)F)C)F